C(C)(C)(C)OC(=O)N1[C@H]2[C@@H](NC[C@@H]1CC2)CO[Si](C)(C)C(C)(C)C (1R,2R,5S)-2-(((tert-butyldimethylsilyl)oxy)methyl)-3,8-diazabicyclo[3.2.1]octane-8-carboxylic acid tert-butyl ester